C1(=CC=C(C=C1)C#CC(C)(O)C1=C(C=C(C=C1)OC)OCC)C1=CC=CC=C1 4-([1,1'-Biphenyl]-4-yl)-2-(2-ethoxy-4-methoxyphenyl)but-3-yn-2-ol